BrC1=C(C(=C(C=C1)C(C(=O)O)(F)F)SC)Cl 2-(4-bromo-3-chloro-2-methylsulfanyl-phenyl)-2,2-difluoro-acetic acid